C(C)(C)N1S(NC2=C(C1=O)C=CC=C2)(=O)=O 3-Isopropyl-1H-2,1,3-benzothiadiazin-4(3H)-one 2,2-dioxide